ClC=1C=C(C(=O)N2CC=3C(=NN4C3C(N(C[C@H]4C(=O)NC)C(C)C4=NC=C(C=C4)C(C)(C)O)=O)C[C@H]2C)C=CC1Cl (3R,7S)-2-(3,4-dichlorobenzoyl)-9-(1-(5-(2-hydroxypropan-2-yl)pyridin-2-yl)ethyl)-N,3-dimethyl-10-oxo-1,2,3,4,7,8,9,10-octahydropyrido[4',3':3,4]pyrazolo[1,5-a]pyrazine-7-carboxamide